3-(6-chlorofuro[3,2-c]pyridin-3-yl)piperidine-2,6-dione ClC1=CC2=C(C=N1)C(=CO2)C2C(NC(CC2)=O)=O